CC1=C(C(=CC=C1)C(F)(F)F)COC=1C=NC(=NC1)C1=NOC(=C1)CO [3-(5-{[2-methyl-6-(trifluoromethyl)phenyl]methoxy}pyrimidin-2-yl)-1,2-oxazol-5-yl]methanol